1-allyl-4-(6-(difluoromethyl)-5-methylpyridin-3-yl)-7,8-difluoro-2,2-dimethyl-1,2-dihydroquinazoline C(C=C)N1C(N=C(C2=CC=C(C(=C12)F)F)C=1C=NC(=C(C1)C)C(F)F)(C)C